8-(5-((2-(3,3-Dimethylbutyl)-2,9-diazaspiro[5.5]undecan-9-yl)sulfonyl)pyridin-2-yl)-1-oxa-8-azaspiro[4.5]decane CC(CCN1CC2(CCC1)CCN(CC2)S(=O)(=O)C=2C=CC(=NC2)N2CCC1(CCCO1)CC2)(C)C